6-(3-isopropoxy-4-methoxyphenyl)pyrazine-2-carboxylic acid methyl ester COC(=O)C1=NC(=CN=C1)C1=CC(=C(C=C1)OC)OC(C)C